C(CCCCCCC)(=O)O[C@@H]1CC2=CC[C@H]3[C@@H]4CC[C@H]([C@@H](CCCC(C)C)C)[C@]4(CC[C@@H]3[C@]2(CC1)C)C Cholesterol n-Octanoate